6-((tert-butyldiphenylsilyl)oxy)hexanal [Si](C1=CC=CC=C1)(C1=CC=CC=C1)(C(C)(C)C)OCCCCCC=O